3-[4-[[4-(4-chlorophenyl)-2-(difluoromethylsulfanyl)imidazol-1-yl]methyl]phenyl]-5-(trifluoromethyl)-1,2,4-oxadiazole ClC1=CC=C(C=C1)C=1N=C(N(C1)CC1=CC=C(C=C1)C1=NOC(=N1)C(F)(F)F)SC(F)F